C(C)(C)(C)C1=NC(=NO1)C(=O)NCC1=C(C=C(C=C1)C1=NC=NN2C1=CC(=C2)C2=CC=C(C=C2)CN2CCC(CC2)C2=CC=C(C=C2)C2C(NC(CC2)=O)=O)C 5-tert-butyl-N-[[4-[6-[4-[[4-[4-(2,6-dioxo-3-piperidyl)phenyl]-1-piperidyl]methyl]phenyl]pyrrolo[2,1-f][1,2,4]triazin-4-yl]-2-methyl-phenyl]methyl]-1,2,4-oxadiazole-3-carboxamide